COC(=O)C=1C=CC2=C(N(C(=N2)C2CC23CCN(CC3)C3=NC(=C(C=C3F)F)OCC3=CC=C2C=NN(C2=C3)C)C[C@H]3OCC3)C1 (6-(3,5-difluoro-6-((1-methyl-1H-indazol-6-yl)methoxy)pyridin-2-yl)-6-azaspiro[2.5]oct-1-yl)-1-((S)-oxetan-2-ylmethyl)-1H-benzo[d]imidazole-6-carboxylic acid methyl ester